COC(=O)C=1C=C(C(=O)O)C=C(C1)C 3-(methoxycarbonyl)-5-methylbenzoic acid